tert-butyl (S)-3-((((9H-fluoren-9-yl)methoxy)carbonyl)amino)-4,4-dimethoxybutanoate C1=CC=CC=2C3=CC=CC=C3C(C12)COC(=O)N[C@@H](CC(=O)OC(C)(C)C)C(OC)OC